[Cl-].[Cl-].C1(=CC=CC=2C=CC=3C=4C=CC=CC4CC3C21)[Zr+2] (Benzofluorenyl)zirconium dichloride